C(C)(=O)NC1=CC=C(C=C1)C1=NN(C(C=C1)=O)CC(=O)NC(C)C 2-(3-(4-acetamidophenyl)-6-oxopyridazin-1(6H)-yl)-N-isopropyl-acetamide